ClCC1=C(C=C(C(=C1)OCC)CCl)OCC 1,4-bis(chloromethyl)-2,5-diethoxybenzene